CC(=C(C(=O)[O-])CCCC)CC methyl-ethyl-butyl-acrylate